COCCOC=1C=CC2=C(NC(=N2)C2=C(C=3C(NC2=O)=CN(N3)C)N[C@@H](CC)C3=NC=CC=N3)C1 |o1:25| (S*)-6-(6-(2-methoxyethoxy)-1H-benzo[d]imidazol-2-yl)-2-methyl-7-((1-(pyrimidin-2-yl)-propyl)amino)-2H-pyrazolo[4,3-b]pyridin-5(4H)-one